tert-Butyl 6-[[(1R)-1-[3,6-dimethyl-4-oxo-2-(3-pyridyl)chromen-8-yl]ethyl]amino]-7-methyl-indole-1-carboxylate CC1=C(OC2=C(C=C(C=C2C1=O)C)[C@@H](C)NC1=CC=C2C=CN(C2=C1C)C(=O)OC(C)(C)C)C=1C=NC=CC1